NCC[C@@H]1CN(CCO1)C(=O)OC(C)(C)C Tert-butyl (2R)-2-(2-aminoethyl)morpholine-4-carboxylate